[Li].NC1=CC(=C(C=C1)N1CCC(CC1)(O)CC(=O)OC(C)(C)C)F tert-butyl 2-[1-(4-amino-2-fluoro-phenyl)-4-hydroxy-4-piperidyl]acetate Lithium